OC1CC2=CC3=C(C(OC3=O)=O)C=C2C1 6-hydroxy-6,7-dihydro-1H-indeno[5,6-c]furan-1,3(5H)-dione